trans-N1-(5-(1-(3,3-difluorocyclobutyl)-2-methyl-1H-imidazo[4,5-b]pyridin-6-yl)pyrrolo[2,1-f][1,2,4]triazin-2-yl)-N4,N4-dimethylcyclohexane-1,4-diamine FC1(CC(C1)N1C(=NC2=NC=C(C=C21)C=2C=CN1N=C(N=CC12)N[C@@H]1CC[C@H](CC1)N(C)C)C)F